tin tin (II) oxide [Sn]=O.[Sn]